O[C@H]1C(CC(O1)=O)CCC (5R)-5-hydroxy-4-propyldihydrofuran-2(3H)-one